N1(N=CC=C1)CC=1C=CC(=NC1OC)C(=O)NS(=O)(=O)C1=C(C=C(C=C1OC)C)OC 5-((1H-pyrazol-1-yl)methyl)-N-((2,6-dimethoxy-4-methylphenyl)sulfonyl)-6-methoxypicolinamide